2-(4-(pyridin-3-yl)but-1-yn-1-yl)thiazole-5-carbaldehyde oxime hydrogen chloride Cl.N1=CC(=CC=C1)CCC#CC=1SC(=CN1)C=NO